C(C)(=O)C1=NN(C=C1)CC1=CC(C(=C(N1CC)C1=CC(=C(C=C1)Cl)Cl)C(=O)O)=O 6-[(3-acetylpyrazol-1-yl)methyl]-2-(3,4-dichlorophenyl)-1-ethyl-4-oxo-pyridine-3-carboxylic acid